3-isopropyl-6,7-dihydro-s-indacen C(C)(C)C1=CC=C2C=C3CCC=C3C=C12